methyl 3-[2-[tert-butoxycarbonyl(methyl)amino]ethoxy]-5-fluoro-4-nitro-benzoate C(C)(C)(C)OC(=O)N(CCOC=1C=C(C(=O)OC)C=C(C1[N+](=O)[O-])F)C